2-(oct-2-en-1-yl)-N-(quinolin-8-yl)-1-naphthamide C(C=CCCCCC)C1=C(C2=CC=CC=C2C=C1)C(=O)NC=1C=CC=C2C=CC=NC12